ClC1=CC(=C(CNC([C@@H]2N(CCC2)C(=O)[C@@H]2CN(CCO2)S(=O)(=O)N2CC(C2)C#N)=O)C=C1)F N-(4-chloro-2-fluorobenzyl)-1-(((2S)-4-((3-cyano-1-azetidinyl)sulfonyl)-2-morpholinyl)carbonyl)-D-prolinamide